8-(2-chlorophenyl)-9-(4-chlorophenyl)-6-ethoxy-2-methylsulfanyl-purine ClC1=C(C=CC=C1)C=1N(C2=NC(=NC(=C2N1)OCC)SC)C1=CC=C(C=C1)Cl